C1(=CC=CC=C1)P(C=1[C-](C=CC1)[C@@H](C)P(C1CCCCC1)C1CCCCC1)C1=CC=CC=C1.[CH-]1C=CC=C1.[Fe+2] (R)-1-[(Sp)-2-(diphenylphosphino)ferrocenyl]ethyl-dicyclohexylphosphine